C(CCCCCCCCCC)C1OCC(O1)COCCO 2-((2-undecyl-1,3-dioxolan-4-yl)methoxy)ethan-1-ol